C(#N)C1=C(C(=CC=C1)I)NC(=O)N1CCC(CC1)(C)C1=NOC(=N1)[C@H]1[C@H](C1)F N-(2-cyano-6-iodophenyl)-4-(5-((1S,2S)-2-fluorocyclopropyl)-1,2,4-oxadiazol-3-yl)-4-methylpiperidine-1-carboxamide